FC1=C(C(=CC=C1)O)C1=C(C(=NC2=CC(=CC=C12)C1=CC=NN1C)N1CC2(CN(C2)C(C=C)=O)CC1)C 1-(6-(4-(2-fluoro-6-hydroxyphenyl)-3-methyl-7-(1-methyl-1H-pyrazol-5-yl)-2-quinolinyl)-2,6-diazaspiro[3.4]octan-2-yl)-2-propen-1-one